2,4-diethyl-6-pentylphenol C(C)C1=C(C(=CC(=C1)CC)CCCCC)O